FC1=C(CC2(CCC2)CNC(=O)C2=NN(C(N2)=O)C)C(=CC=C1)F N-((1-(2,6-difluorobenzyl)cyclobutyl)methyl)-1-methyl-5-oxo-4,5-dihydro-1H-1,2,4-triazole-3-carboxamide